Cl.N1(CCNCCC1)C1=NC=NC=2C=NC=3N=C(C=CC3C21)OC 1-(1,4-diazepan-1-yl)-8-methoxypyrimido[4,5-c][1,8]naphthyridine hydrochloride